1-(3-((2-((1-(1-(cyclopropylmethyl)piperidin-4-yl)-3-methyl-1H-pyrazol-4-yl)amino)-5-(trifluoromethyl)pyrimidin-4-yl)amino)propyl)piperidin-2-one C1(CC1)CN1CCC(CC1)N1N=C(C(=C1)NC1=NC=C(C(=N1)NCCCN1C(CCCC1)=O)C(F)(F)F)C